pyrrolidinyl-nitrogen 5-carboxycytidine-5'-triphosphate P([O-])(=O)(OP(=O)([O-])OP(=O)([O-])[O-])OC[C@@H]1[C@H]([C@H]([C@@H](O1)N1C(=O)N=C(N)C(=C1)C(=O)O)O)O.N1(CCCC1)[N+2].N1(CCCC1)[N+2]